C1N(CCC2=CC=CC=C12)CC(CNC1=NNC2=C1N=CN=C2N2CCN(CC2)C(C)=O)O 1-(4-(3-((3-(3,4-dihydroisoquinolin-2(1H)-yl)-2-hydroxypropyl)amino)-1H-pyrazolo[4,3-d]pyrimidin-7-yl)piperazin-1-yl)ethan-1-one